FC(S(=O)(=O)OC1=CC(=CC2=CC=C(C(=C12)CC)F)OC1OCCCC1)(F)F 8-ethyl-7-fluoro-3-((tetrahydro-2H-pyran-2-yl)oxy)naphthalen-1-yl trifluoromethanesulfonate